oxo(oxoferriooxy)iron O=[Fe]O[Fe]=O